ClC1=CC=C(C=C1)C1=CC(=NC(=N1)C=1C=NC(=CC1)F)N1C[C@H](CC1)O (S)-1-(6-(4-chlorophenyl)-2-(6-fluoropyridin-3-yl)pyrimidin-4-yl)pyrrolidin-3-ol